N-(benzenesulfonyl)-2-chloro-6-[3-[(trans)-2-(trifluoromethyl)cyclopropoxy]pyrazol-1-yl]pyridine-3-carboxamide C1(=CC=CC=C1)S(=O)(=O)NC(=O)C=1C(=NC(=CC1)N1N=C(C=C1)O[C@H]1[C@@H](C1)C(F)(F)F)Cl